(E)-9,9'-spirobifluorene C1=CC=CC=2C3=CC=CC=C3C3(C12)C1=CC=CC=C1C=1C=CC=CC13